N[C@H](C1=NC2=C(N1)C=CC(=C2F)C2=NC=CC(=C2)C(=O)NCCCCl)C2CCC(CC2)C 2-[(S)-Amino(4-methylcyclohexyl)methyl]-4-fluoro-1H-benzimidazol-5-yl-N-(3-chloropropyl)pyridine-4-carboxamide